Hydrofluoric acid hydrochloride Cl.F